2-(3,4-dichlorophenyl)-1-ethyl-6-methyl-4-oxo-5-(3-pyridyl)pyridine-3-carboxylic acid ClC=1C=C(C=CC1Cl)C=1N(C(=C(C(C1C(=O)O)=O)C=1C=NC=CC1)C)CC